3-((1,1-difluorohexyl)oxy)-4-(1-(methyl-d3)-1,2,5,6-tetrahydro-pyridin-3-yl)-1,2,5-thiadiazole FC(CCCCC)(F)OC1=NSN=C1C=1CN(CCC1)C([2H])([2H])[2H]